(S)-4-Ethyl-3-(hydroxymethyl)-1-(1-isobutoxy-8-((1,1,1-trifluoropropan-2-yl)oxy)isoquinolin-6-yl)-1H-1,2,4-triazol-5(4H)-one C(C)N1C(=NN(C1=O)C=1C=C2C=CN=C(C2=C(C1)O[C@H](C(F)(F)F)C)OCC(C)C)CO